9,10-bis(n-heptyloxycarbonyloxy)anthracene C(CCCCCC)OC(=O)OC=1C2=CC=CC=C2C(=C2C=CC=CC12)OC(=O)OCCCCCCC